COCOC1=C(C=CC=C1)C1=CC2=C(N=N1)N(C(=C2C)C2C[C@H]1COC[C@@H](C2)N1C(=O)OC(C)(C)C)COCC[Si](C)(C)C tert-butyl (1R,5S,7r)-7-(3-(2-(methoxymethoxy)phenyl)-5-methyl-7-((2-(trimethylsilyl)ethoxy)methyl)-7H-pyrrolo[2,3-c]pyridazin-6-yl)-3-oxa-9-azabicyclo[3.3.1]nonane-9-carboxylate